di(ethylhexyl) peroxydicarbonate C(=O)(OC(CCCCC)CC)OOC(=O)OC(CCCCC)CC